C(#N)C=1C=CC(=NC1C(F)(F)F)[C@H](NC(=O)N1[C@@H](C(NCC1)=O)C)C1=CC(=C(C=C1)OC(F)(F)F)F (2R)-N-((R)-(5-cyano-6-(trifluoromethyl)pyridin-2-yl)(3-fluoro-4-(trifluoromethoxy)phenyl)methyl)-2-methyl-3-oxopiperazine-1-carboxamide